4-(2-(6-(trifluoromethyl)imidazo[1,2-a]pyrazin-3-yl)pyrimidin-4-yl)piperazine-1-carboxamide FC(C=1N=CC=2N(C1)C(=CN2)C2=NC=CC(=N2)N2CCN(CC2)C(=O)N)(F)F